O[C@@H](C)[C@@H]([C@@H]([C@@H](CO)O)O)O (2S,3S,4R,5R)-2,3,4,5,6-pentahydroxyhexan